Cl.OC(CNC1=CC(=C2CNCC2=C1)C1=CC=C(C#N)C=C1)C 4-(6-((2-hydroxypropyl)amino)isoindolin-4-yl)benzonitrile HCl